4'-α-isopropyl-1,1'-biphenyl-3-ylboronic acid pinacol ester C(C)(C)C1=CC=C(C=C1)C1=CC(=CC=C1)B1OC(C)(C)C(C)(C)O1